C1(=CC=CC=C1)S(=O)(=O)C(=[N+]=[N-])S(=O)(=O)C1=C(C=CC=C1)F phenylsulfonyl-(2-fluorophenyl-sulfonyl)diazomethane